C(C1=CC=CC=C1)OC=1C=C2C[C@H](N([C@@H](C2=CC1)C1=C(C=C(C=C1F)Br)F)CC(C)(C)F)C (1S,3R)-6-(benzyloxy)-1-(4-bromo-2,6-difluorophenyl)-2-(2-fluoro-2-methylpropyl)-3-methyl-1,2,3,4-tetrahydroisoquinoline